3-isoxazolecarboxylic acid O1N=C(C=C1)C(=O)O